2-amino-5-((4-methoxyphenyl)ethynyl)-4'-sulfamoyl-biphenyl-3-carboxamide NC1=C(C=C(C=C1C(=O)N)C#CC1=CC=C(C=C1)OC)C1=CC=C(C=C1)S(N)(=O)=O